C1(CC1)[C@@H](C(=O)N[C@H]1C2=C(C(N3N(C1=O)CC1(CC1)C3)=O)C=CC=C2)CC(=O)NC=2C(=NC=C(C2)F)C (S)-2-cyclopropyl-N1-((S)-5,11-dioxo-10,11-dihydro-1H,3H,5H-spiro[benzo[d]pyrazolo[1,2-a][1,2]diazepine-2,1'-cyclopropan]-10-yl)-N4-(5-fluoro-2-methylpyridin-3-yl)succinamide